N,N-bis(3-methoxybenzyl)-4-(morpholinomethyl)oxazol-2-amine COC=1C=C(CN(C=2OC=C(N2)CN2CCOCC2)CC2=CC(=CC=C2)OC)C=CC1